ClC(CO)CCl 2,3-Dichloropropanol